N1=C(C=CC=C1C1=NC(=CC(=N1)C1=CC=CC=C1)C1=CC=CC=C1)C1=NC(=CC(=N1)C1=CC=CC=C1)C1=CC=CC=C1 2,2'-(pyridine-2,6-diyl)bis(4,6-diphenylpyrimidine)